C1(CCC1)C=1C(=NN(C1C1=CC=C(C=C1)F)C)NC(=O)NCC1CC(C1)(F)F 1-(4-cyclobutyl-5-(4-fluorophenyl)-1-methyl-1H-pyrazol-3-yl)-3-((3,3-difluorocyclobutyl)methyl)urea